(2S)-1-{2-[(6-cyclopropoxypyridin-3-yl)sulfonyl]-2H,4H,5H,6H-pyrrolo[3,4-c]pyrazol-5-yl}-3-hydroxy-2-phenylpropan-1-one C1(CC1)OC1=CC=C(C=N1)S(=O)(=O)N1N=C2C(=C1)CN(C2)C([C@H](CO)C2=CC=CC=C2)=O